2-amino-4'-ethoxycarbonyl-biphenyl NC1=C(C=CC=C1)C1=CC=C(C=C1)C(=O)OCC